(S)-tert-butyl (5-(1H-pyrazol-1-yl)isochroman-1-yl)methyl((2-(trimethylsilyl)ethoxy)methyl)carbamate N1(N=CC=C1)C1=C2CCO[C@@H](C2=CC=C1)CN(C(OC(C)(C)C)=O)COCC[Si](C)(C)C